methyl-acryl-silane C[SiH2]C(=O)C=C